Diethyl (E)-2-(3-(7-phenylbenzo[d]isoxazol-3-yl)allyl)malonate C1(=CC=CC=C1)C1=CC=CC=2C(=NOC21)/C=C/CC(C(=O)OCC)C(=O)OCC